NC(C)C (R,S)-2-aminopropan